(S)-5-(3,5-difluorophenyl)-2-(3-fluorobicyclo[1.1.1]pentan-1-yl)-5,6,7,8-tetrahydro-[1,2,4]triazolo[4,3-a]pyridin-3(2H)-one FC=1C=C(C=C(C1)F)[C@@H]1CCCC=2N1C(N(N2)C21CC(C2)(C1)F)=O